FC(O[C@H]1CN(CC1)C(=O)OCC1=CC=CC=C1)(F)F benzyl (3R)-3-(trifluoromethoxy)pyrrolidine-1-carboxylate